tert-Butyl-((7R)-2-(2-(6-acetyl-1-(cyclopropylmethyl)-1H-indol-2-yl)-3-methylpyrazolo[1,5-a]pyridine-6-carbonyl)-2-azabicyclo[2.2.1]heptan-7-yl)carbamate C(C)(C)(C)OC(N[C@H]1C2N(CC1CC2)C(=O)C=2C=CC=1N(C2)N=C(C1C)C=1N(C2=CC(=CC=C2C1)C(C)=O)CC1CC1)=O